C(C)(=O)O[C@H]([C@@H](CN=[N+]=[N-])OC(C)=O)[C@@H]1O[C@](C[C@@H]([C@H]1NC(COC(C)=O)=O)OC(C)=O)(C(=O)OC)OCCCCCCN (1R,2R)-1-((2R,3R,4S,6R)-4-acetoxy-3-(2-acetoxyacetamido)-6-((6-aminohexyl)oxy)-6-(methoxycarbonyl) tetrahydro-2H-pyran-2-yl)-3-azidopropane-1,2-diyl diacetate